allyl (S)-(2-(2-(hydroxymethyl)-4-(4-(N-methylsulfamoyl)phenyl)-1,2,3,6-tetrahydropyridine-1-carbonyl)-4-methoxy-5-((triisopropylsilyl)oxy)phenyl)carbamate OC[C@H]1N(CC=C(C1)C1=CC=C(C=C1)S(NC)(=O)=O)C(=O)C1=C(C=C(C(=C1)OC)O[Si](C(C)C)(C(C)C)C(C)C)NC(OCC=C)=O